(2S,3S)-2-amino-3-((2-aminoacetamido)methyl)-6-boronohexanoic acid N[C@H](C(=O)O)[C@@H](CCCB(O)O)CNC(CN)=O